ClC=1C(=CC(=NC1)OC)C1=CC(=NN1)C(=O)N1CCC(CC1)C(=O)NCC=1N=CC=2N(C1)C=CN2 1-[5-(5-chloro-2-methoxypyridin-4-yl)-1H-pyrazole-3-carbonyl]-N-({imidazo[1,2-a]pyrazin-6-yl}methyl)piperidine-4-carboxamide